C(C)(C)(C)OC(=O)N1C2CN(CC1CC2)C=2C=1N(N=CC2)C=C(C1)C1=C(C(=NC=C1)OC)F.[N+](=O)([O-])C=1C=C(C=CC1)S(=O)(=O)NC(C1=CC=CC=C1)=O N-((3-nitrophenyl)sulfonyl)benzamide tert-butyl-3-(6-(3-fluoro-2-methoxypyridin-4-yl)pyrrolo[1,2-b]pyridazin-4-yl)-3,8-diazabicyclo[3.2.1]octane-8-carboxylate